BrC=1C=C(C=C(C1)C)N1N=C(C=C1)CC(=O)OC methyl 2-[1-(3-bromo-5-methylphenyl)pyrazol-3-yl]acetate